O=C1C2=C(N=C(N1)N1CCN(CC1)C1=CC=C(C=C1)B(O)O)CCSC2 (4-(4-(4-oxo-3,5,7,8-tetrahydro-4H-thiopyrano[4,3-d]pyrimidin-2-yl)piperazin-1-yl)phenyl)boronic acid